n-Propylchlorid C(CC)Cl